Cl.Cl.OCCC1=C(C=CC(=C1)N)N 2-(2-Hydroxyethyl)-p-phenylenediamine dihydrochloride